3-(2-(1-(Octanoyloxy)propoxy)-2,2-diphenylacetoxy)spiro[bicyclo[3.2.1]octane-8,1'-pyrrolidin]-8-ium formate C(=O)[O-].C(CCCCCCC)(=O)OC(CC)OC(C(=O)OC1CC2CCC(C1)[N+]21CCCC1)(C1=CC=CC=C1)C1=CC=CC=C1